C(C)OC1=NC=CC=C1C1=NC=2N(C=C1)C(=NC2C)C(CC)C 2-(2-ethoxy-3-pyridinyl)-8-methyl-6-[1-methylpropyl]Imidazo[1,5-a]Pyrimidine